C(C)C1=CC(=CS1)C1=C(C(=C(C=O)C=C1)F)F 4-(5-Ethylthiophen-3-yl)-2,3-difluorobenzaldehyde